(4-(5-(trifluoromethyl)pyridin-2-yl)bicyclo[2.2.2]octan-1-yl)methanol FC(C=1C=CC(=NC1)C12CCC(CC1)(CC2)CO)(F)F